propoxypentanediol diacrylate C(C=C)(=O)OC(CCCC)(OC(C=C)=O)OCCC